5-[4-[[(4S)-8-chlorochroman-4-yl]carbamoylamino]thiazol-2-yl]-N-methyl-pyridine-2-carboxamide ClC=1C=CC=C2[C@H](CCOC12)NC(=O)NC=1N=C(SC1)C=1C=CC(=NC1)C(=O)NC